tert-Butyl (1-(6-(4-cyano-3-fluorophenyl)-4-methoxypyridin-2-yl)piperidin-4-yl)carbamate C(#N)C1=C(C=C(C=C1)C1=CC(=CC(=N1)N1CCC(CC1)NC(OC(C)(C)C)=O)OC)F